BrC=1C=C(C=2N(C1)N=CC2C#N)C=2N=CC(=NC2)N2[C@@H]1CC3CC(C[C@@H]2C3)(C1)C(=O)N ((1R,3S,5s,7s)-2-(5-(6-bromo-3-cyanopyrazolo[1,5-a]pyridin-4-yl)pyrazin-2-yl)-2-azaadamantan-5-yl)carboxamide